Dibutyl dibenzoate C(C1=CC=CC=C1)(=O)OCCCC.C(C1=CC=CC=C1)(=O)OCCCC